N(=[N+]=[N-])CC1=CC=C(CCSCCSCCC2=CC=C(C=C2)CN=[N+]=[N-])C=C1 1,2-bis((4-(azidomethyl)phenethyl)thio)ethane